O-ribosyl-guanosine phosphate P(=O)(O)(O)OC[C@@H]1[C@H]([C@H]([C@@H](O1)N1C=NC=2C(=O)NC(N)=NC12)OC1[C@H](O)[C@H](O)[C@H](O1)CO)O